tert-butyl (3R,4R)-3-fluoro-4-({5-fluoro-6-iodo-7-isopropylpyrrolo[2,1-f][1,2,4]triazin-2-yl}amino)piperidine-1-carboxylate F[C@@H]1CN(CC[C@H]1NC1=NN2C(C=N1)=C(C(=C2C(C)C)I)F)C(=O)OC(C)(C)C